3-Methyl-N-(5-(3'-methyl-2'-oxo-2',3'-dihydrospiro[cyclobutane-1,1'-pyrrolo[2,3-c]quinolin]-8'-yl)-2-(3-(piperidin-1-yl)propoxy)pyridin-3-yl)isothiazole-5-sulfonamide hydrochloride Cl.CC1=NSC(=C1)S(=O)(=O)NC=1C(=NC=C(C1)C1=CC=2C3=C(C=NC2C=C1)N(C(C31CCC1)=O)C)OCCCN1CCCCC1